(R)-1-((2-(3'-(5-(2-chloroacetyl)-5,6-dihydro-4H-pyrrolo[3,4-d]thiazol-2-yl)-2,2'-dimethylbiphenyl-3-yl)-7-cyanobenzo[d]oxazol-5-yl)methyl)-3-methylpyrrolidine-3-carboxylic acid ClCC(=O)N1CC=2N=C(SC2C1)C=1C(=C(C=CC1)C1=C(C(=CC=C1)C=1OC2=C(N1)C=C(C=C2C#N)CN2C[C@@](CC2)(C(=O)O)C)C)C